3-(((2R,3R,4S,5R,6R)-4-(4-(2,3-difluoro-4-methylphenyl)-1H-1,2,3-triazol-1-yl)-5-hydroxy-6-(hydroxymethyl)-3-methoxytetrahydro-2H-pyran-2-yl)methyl)-1,3-diazaspiro[4.5]decan-2-one FC1=C(C=CC(=C1F)C)C=1N=NN(C1)[C@@H]1[C@H]([C@H](O[C@@H]([C@@H]1O)CO)CN1C(NC2(C1)CCCCC2)=O)OC